COC(C1=C(C=C(C=C1OC)Br)F)=O 4-Bromo-2-fluoro-6-methoxybenzoic acid methyl ester